ClC1=C(C=CC=C1Cl)N1CCN(CC1)CC[C@@H]1C[C@H](C1)NC(=O)C=1OC=CN1 N-(trans-3-(2-(4-(2,3-dichlorophenyl)piperazin-1-yl)ethyl)cyclobutyl)oxazole-2-carboxamide